propionamidocyclohexanol C(CC)(=O)NC1(CCCCC1)O